BrC1=CC(=C(C=O)C(=C1)OCC1=CC=C(C=C1)OC)OC 4-bromo-2-methoxy-6-[(4-methoxyphenyl)methoxy]benzaldehyde